OC1=CC=C2C[C@H](N(CC2=C1)C(=O)OC(C)(C)C)[C@@H](CNC(=O)C1=NC=NC(=C1)NC1CC2(C1)CCC2)O tert-butyl (3S)-7-hydroxy-3-[(1R)-1-hydroxy-2-[[6-(spiro[3.3]heptan-2-ylamino)pyrimidine-4-carbonyl]amino]ethyl]-3,4-dihydro-1H-isoquinoline-2-carboxylate